C(C)OC(=O)[C@H]1[C@@H](C1)C1=CC=C(C=C1)OCC1=CC=CC=C1.O1COC2=C1C=CC(=C2)C=2N=C(NC2C2=NC=CC=C2)C2=CC=C(C(=O)N)C=C2 4-[4-(1,3-benzodioxol-5-yl)-5-pyridine-2-yl-1H-imidazol-2-yl]benzamide (trans)-ethyl-2-(4-(benzyloxy)phenyl)cyclopropanecarboxylate